C(C)(=O)C1=C(C=C(C=C1)Cl)C1=CC(N(C=C1OC)[C@H](C(=O)NC1=CC=C(C(=O)N(C)C)C=C1)CC1=CC=CC=C1)=O (S)-4-(2-(4-(2-acetyl-5-chlorophenyl)-5-methoxy-2-oxopyridin-1(2H)-yl)-3-phenylpropionylamino)-N,N-dimethylbenzamide